FC1=CC=C(C(=N1)C)OC1=C(C(=O)N(C2=CC(=CC=C2)S(=O)(=N)C)C)C(=C(C=N1)C(F)(F)F)C 2-((6-fluoro-2-methylpyridin-3-yl)oxy)-N,4-dimethyl-N-(3-(S-methylsulfonimidoyl)phenyl)-5-(trifluoromethyl)nicotinamide